(6S,7aR)-6-Fluoro-7a-(hydroxymethyl-d2)hexahydro-3H-pyrrolizin-3-one F[C@@H]1CN2C(CC[C@@]2(C1)C([2H])([2H])O)=O